ClC1=NC(=CC(=N1)C(F)F)N1C=NC=C1 2-chloro-4-(difluoromethyl)-6-(1H-imidazol-1-yl)pyrimidine